5-bromo-2-chloro-6-fluoro-1H-1,3,4-triazaindene BrC=1N=C2N=C(NC2=CC1F)Cl